NC(C#N)(C)C(C)C amino-2-isopropyl-propionitrile